C1(=CC=CC2=CC=CC=C12)N(C1=CC=C(C=C1)C1=CC=C(C=C1)N(C1=CC=C(C=C1)C=C)C1=CC=CC2=CC=CC=C12)C1=CC=C(C=C1)C=C N,N'-di(naphthalen-1-yl)-N,N'-bis(4-vinylphenyl)biphenyl-4,4'-diamine